C1(CC1)C=1N(C=C(N1)I)C12CC(C1)(C2)N(CCOC)CCOC 3-(2-cyclopropyl-4-iodo-1H-imidazol-1-yl)-N,N-bis(2-methoxyethyl)bicyclo[1.1.1]Pentane-1-amine